6-{[(1R)-1-(4-chlorophenyl)-7-fluoro-5-[1-(4-fluorooxan-4-yl)-1-hydroxypropyl]-1-[(2R)-2-hydroxypropoxy]-3-oxo-2,3-dihydro-1H-isoindol-2-yl]methyl}pyridine-3-carbonitrile ClC1=CC=C(C=C1)[C@@]1(N(C(C2=CC(=CC(=C12)F)C(CC)(O)C1(CCOCC1)F)=O)CC1=CC=C(C=N1)C#N)OC[C@@H](C)O